NC1=NC=CC=2N1C(=NC2C2CCC(CC2)=O)C2=CC=C(CNC(C1=C(C=CC(=C1)F)OC)=O)C=C2 N-(4-(5-amino-1-(4-oxocyclohexyl)imidazo[1,5-c]pyrimidin-3-yl)benzyl)-5-fluoro-2-methoxybenzamide